7-Azetidin-1-yl-2-m-tolyl-imidazo[1,2-a]pyridine N1(CCC1)C1=CC=2N(C=C1)C=C(N2)C=2C=C(C=CC2)C